17-Amino-12-cyclobutyl-6-hydroxy-6,15-bis(trifluoromethyl)-19-oxa-3,4,12,18-tetrazatricyclo[12.3.1.12,5]nonadeca-1(18),2,4,14,16-pentaen-13-one NC1=CC(=C2C(N(CCCCCC(C3=NN=C(C1=N2)O3)(C(F)(F)F)O)C3CCC3)=O)C(F)(F)F